methyl 2-(3,4-dichlorophenyl)-1,2,3,4-tetrahydroisoquinoline-6-carboxylate ClC=1C=C(C=CC1Cl)N1CC2=CC=C(C=C2CC1)C(=O)OC